((S)-1-(4-fluorophenyl)-3,4-dihydroisoquinolin-2(1H)-yl)((4aR,7R,8aS)-hexahydro-2H,5H-pyrano[4,3-b][1,4]oxazin-7-yl)methanone FC1=CC=C(C=C1)[C@@H]1N(CCC2=CC=CC=C12)C(=O)[C@H]1C[C@@H]2OCCN[C@@H]2CO1